1-(2-(4-(8-chloro-7-((2-methyl-1-((2-(trimethylsilyl)ethoxy)methyl)-1H-benzo[d]imidazol-6-yl)oxy)quinoxalin-2-yl)-1H-pyrazol-1-yl)ethyl)azetidin-3-ol ClC=1C(=CC=C2N=CC(=NC12)C=1C=NN(C1)CCN1CC(C1)O)OC=1C=CC2=C(N(C(=N2)C)COCC[Si](C)(C)C)C1